(3R)-3-{[2-(1,2-thiazol-4-yl)[1,2,4]triazolo[1,5-c]quinazolin-5-yl]amino}azepan-2-one S1N=CC(=C1)C1=NN2C(=NC=3C=CC=CC3C2=N1)N[C@H]1C(NCCCC1)=O